FC(C(=O)O)(F)F.CC1=CC=C(S1)C1NOCC1 3-(5-Methylthiophen-2-yl)isoxazolidine 2,2,2-trifluoroacetate salt